N5-(3-aminopropyl)-3-(hydroxymethyl)-N7-methyl-3-phenyl-2,3-dihydrobenzofuran-5,7-dicarboxamide, trifluoroacetic acid salt FC(C(=O)O)(F)F.NCCCNC(=O)C=1C=C(C2=C(C(CO2)(C2=CC=CC=C2)CO)C1)C(=O)NC